CC1=C(C=CC(=C1)CC2=CC(=C(C=C2)N)C)N 3,3'-Dimethyl-4,4'-diaminodiphenylmethane